C(C)(C)(C)OC(=O)N1CCC(CC1)C=1C=NN(C1)C(C(=O)NC1=CC=C(C2=CC=CC=C12)C#N)(C)C 4-(1-(1-((4-cyanonaphthalen-1-yl)amino)-2-methyl-1-oxopropan-2-yl)-1H-pyrazol-4-yl)piperidine-1-carboxylic acid tert-butyl ester